C1(CCCC2=CC=CC=C12)=O tetralon